(S)-N-((1-(2-oxo-4-(o-tolyl)-2H-chromene-7-carbonyl)pyrrolidin-3-yl)methyl)acetamide O=C1OC2=CC(=CC=C2C(=C1)C1=C(C=CC=C1)C)C(=O)N1C[C@@H](CC1)CNC(C)=O